ClC1=CC(=C(C(=O)OC)C=C1)F methyl 4-chloro-2-fluorobenzoate